7-((5-(4-methylpiperazin-1-yl)pyridin-2-yl)amino)-4-(2-(tetrahydrofuran-3-yl)pyridin-4-yl)isoindolin-1-one CN1CCN(CC1)C=1C=CC(=NC1)NC=1C=CC(=C2CNC(C12)=O)C1=CC(=NC=C1)C1COCC1